[Co].OCC(O)CO Glycerol Cobalt